8-(heptadecan-9-yloxy)-N-(2-hydroxyethyl)-8-oxo-N,N-bis(6-oxo-6-(undecyloxy)hexyl)octan-1-aminium CCCCCCCCC(CCCCCCCC)OC(CCCCCCC[N+](CCCCCC(=O)OCCCCCCCCCCC)(CCCCCC(OCCCCCCCCCCC)=O)CCO)=O